Cl.FC1(CNCCC1N1N=C2C(N=CC=C2)=C1)F 2-(3,3-difluoropiperidin-4-yl)-2H-pyrazolo[4,3-b]pyridine hydrochloride